4-methyl-N-pyrimidinyl-indoline CC1=C2CCN(C2=CC=C1)C1=NC=CC=N1